(R)-6-(3-(3,5-difluorophenyl)isoxazolidin-2-yl)-N-(4-(4-(4-methylpiperazin-1-yl)piperidin-1-yl)-3-(trifluoromethyl)phenyl)pyrimidin-4-amine FC=1C=C(C=C(C1)F)[C@@H]1N(OCC1)C1=CC(=NC=N1)NC1=CC(=C(C=C1)N1CCC(CC1)N1CCN(CC1)C)C(F)(F)F